C(C=C)[C@H]1N(CCC1)C1=CC(=C(C(=N1)C(=O)O)[N+](=O)[O-])OC 6-[(2S)-2-allylpyrrolidin-1-yl]-4-methoxy-3-nitro-pyridine-2-carboxylic acid